N-(5-chloro-6-(difluoromethoxy)pyridin-3-yl)-N'-(6-methyl-4-(propan-2-yl)-1,5-naphthyridin-3-yl)urea ClC=1C=C(C=NC1OC(F)F)NC(=O)NC=1C=NC2=CC=C(N=C2C1C(C)C)C